tert-butyl (S)-3-((1-(6-((tert-butoxycarbonyl)amino)hexan-2-yl)-7-ethynyl-1H-benzo[d]imidazol-2-yl)carbamoyl)benzoate C(C)(C)(C)OC(=O)NCCCC[C@H](C)N1C(=NC2=C1C(=CC=C2)C#C)NC(=O)C=2C=C(C(=O)OC(C)(C)C)C=CC2